2-methyl-3-nitrophenol CC1=C(C=CC=C1[N+](=O)[O-])O